3-fluoro-1-(2-methyl-4-nitrophenyl)azetidine FC1CN(C1)C1=C(C=C(C=C1)[N+](=O)[O-])C